CN(C)C[C@@H]1[C@@H]([C@@H]2CN(C[C@H]([C@H](CN12)O)O)C(=O)NC1=CC=C(C=C1)OC)C1=CC=C(C=C1)C#CC1=CC=CC=C1 (3S,4R,8R,9S,10S)-10-((dimethylamino)methyl)-3,4-dihydroxy-N-(4-methoxyphenyl)-9-(4-(phenylethynyl)phenyl)-1,6-diazabicyclo[6.2.0]decane-6-carboxamide